Potassium Hydroxide potassium hydroxide [OH-].[K+].[OH-].[K+]